ClC=1C=2N(C3=C(C1C)CN(C3)C(CC3CN(C3)C3=NC=C(C=N3)F)=O)N=CN2 1-(4-chloro-5-methyl-6,8-dihydro-7H-pyrrolo[3,4-e][1,2,4]triazolo[1,5-a]pyridin-7-yl)-2-(1-(5-fluoropyrimidin-2-yl)azetidin-3-yl)ethan-1-one